1-(tert-butyl)-4-(2-methyl-5-(4,4,5,5-tetramethyl-1,3,2-dioxaborolan-2-yl)pyridin-3-yl)piperazine C(C)(C)(C)N1CCN(CC1)C=1C(=NC=C(C1)B1OC(C(O1)(C)C)(C)C)C